5-chloro-2-(2-chloro-4-fluorophenoxy)-N-(3-sulfamoyl-phenyl)benzamide ClC=1C=CC(=C(C(=O)NC2=CC(=CC=C2)S(N)(=O)=O)C1)OC1=C(C=C(C=C1)F)Cl